N-(1,3-benzodioxol-4-ylmethyl)-1-[2-(3-methyl-1-piperidyl)-4-pyridyl]methanamin O1COC2=C1C=CC=C2CNCC2=CC(=NC=C2)N2CC(CCC2)C